The molecule is dicarboxylate anion arising from deprotonation of both carboxylic acid groups of iminoaspartic acid. It is a dicarboxylic acid dianion and a C4-dicarboxylate. It is a conjugate base of an iminoaspartic acid and an iminoaspartate(1-). C(C(=N)C(=O)[O-])C(=O)[O-]